[Na].COC1=CC=C(CS(=O)(=O)CC2=CC=C(C=C2)OC)C=C1 4-methoxybenzyl sulfone sodium salt